6-methyl-cyclohexaneformic acid CC1CCCCC1C(=O)O